FC=1C=C(C=C(C1)F)C=1C=C2CC(C(C2=CC1)NC(O[C@@H]1CN2CCC1CC2)=O)(C)C (S)-quinuclidin-3-yl (5-(3,5-difluorophenyl)-2,2-dimethyl-2,3-dihydro-1H-inden-1-yl)carbamate